potassium phosphate cesium gallium [Ga+3].[Cs+].P(=O)([O-])([O-])[O-].[K+]